(cis-3-aminocyclobutyl)((S)-3-(5-fluoropyridin-3-yl)isoxazolidin-2-yl)methanone N[C@H]1C[C@H](C1)C(=O)N1OCC[C@H]1C=1C=NC=C(C1)F